1-(4-(6-chloro-8-fluoro-7-(6-fluoro-3-methyl-1H-indazol-7-yl)quinazolin-4-yl)piperazin-1-yl)prop-2-en-1-one ClC=1C=C2C(=NC=NC2=C(C1C=1C(=CC=C2C(=NNC12)C)F)F)N1CCN(CC1)C(C=C)=O